FC1=C(C=CC=C1F)C1CCN(CC1)C(CN1N=C(C2=C1CCC2)C(=O)N2C[C@H](O[C@H](C2)C)C)=O 1-[4-(2,3-Difluorophenyl)piperidin-1-yl]-2-{3-[(2R,6S)-2,6-dimethylmorpholin-4-carbonyl]-5,6-dihydrocyclopenta[c]pyrazol-1(4H)-yl}ethan-1-on